3-Isocyanatopropyldiisopropylethoxysilane N(=C=O)CCC[Si](OCC)(C(C)C)C(C)C